2-chloro-4-methoxymethyl-3,5,6-trifluorobenzyl (1R)-cis-3-[(Z)-2-chloro-3,3,3-trifluoro-1-propenyl]-2,2-dimethylcyclopropanecarboxylate Cl\C(=C/[C@@H]1C([C@@H]1C(=O)OCC1=C(C(=C(C(=C1F)F)COC)F)Cl)(C)C)\C(F)(F)F